FC1=C(C(=C(C(=C1F)F)F)F)[B-](C1=C(C(=C(C2=C(C(=C(C(=C12)F)F)F)F)F)F)F)(C1=C(C(=C(C2=C(C(=C(C(=C12)F)F)F)F)F)F)F)C1=C(C(=C(C2=C(C(=C(C(=C12)F)F)F)F)F)F)F (perfluorophenyl)tris-(perfluoronaphthalenyl)borate